OCCN1CCN(CC1)C1=CC(=NC(=N1)C)NC1=NNC=C1 3-((6-(4-(2-hydroxyethyl)piperazin-1-yl)-2-methylpyrimidin-4-yl)amino)-1H-pyrazol